C(C)N1N=C(C=C1)N1CCNCC1 1-(1-ethyl-1H-pyrazol-3-yl)piperazine